2-[2-(2-phenyl-1,3-dioxolan-2-yl)phenyl]-2-propanol C1(=CC=CC=C1)C1(OCCO1)C1=C(C=CC=C1)C(C)(C)O